OC(CN(C=O)C)C1=CC=C(C=C1)O N-(2-hydroxy-2-(4-hydroxyphenyl)ethyl)-N-methylformamide